ClC1=CC(=C2CCN(CC2=C1)C(=O)C1CC1)[C@H]1N(CCC1)C(=O)OC(C)(C)C (S)-tert-butyl 2-(7-Chloro-2-(cyclopropanecarbonyl)-1,2,3,4-tetrahydroisoquinolin-5-yl)pyrrolidine-1-carboxylate